Cl.Cl.Cl.Cl.N=1N2C(C=C(C1)C#N)=CC=C2 Pyrrolo[1,2-b]Pyridazine-3-carbonitrile tetrahydrochloride